ClCC1=CC=C(C=C1)N1C(=NC=2C1=NC(=CC2)C=2C(=NC(=CC2)OC([2H])([2H])[2H])[2H])C=2C(=NC=CC2)N 3-(3-(4-(Chloromethyl)phenyl)-5-(6-(methoxy-d3)pyridin-3-yl-2-d)-3H-imidazo[4,5-b]pyridin-2-yl)pyridin-2-amine